ClC1=C(C=C(C=2C(=C3N(C12)CC[C@@H]3NC(OCCCC)=O)I)OCC#N)Cl Butyl (S)-(5,6-dichloro-8-(cyanomethoxy)-9-iodo-2,3-dihydro-1H-pyrrolo[1,2-a]indol-1-yl)carbamate